Ethyl 2-(4-(2-bromoacetyl)chroman-8-yl)acetate BrCC(=O)C1CCOC2=C(C=CC=C12)CC(=O)OCC